N,N-dimethylanilinium tetrakis(p-tolyl)borate C1(=CC=C(C=C1)[B-](C1=CC=C(C=C1)C)(C1=CC=C(C=C1)C)C1=CC=C(C=C1)C)C.C[NH+](C1=CC=CC=C1)C